(E)-N'-(8-bromo-6-iodo-1-methylisoquinolin-5-yl)-N,N-dimethylmethanimidamide BrC=1C=C(C(=C2C=CN=C(C12)C)/N=C/N(C)C)I